C1(=CC(=CC=C1)C=1N=C2SC3=C(N2C1)C=CC=C3)C 2-(m-tolyl)benzo[d]imidazo[2,1-b]thiazole